2-(3,6-Bis(methyl(phenyl)amino)xanthylium-9-yl)-4-(dicyano(methoxymethoxy)-methyl)-3,5,6-trifluorobenzoate CN(C=1C=CC2=C(C3=CC=C(C=C3[O+]=C2C1)N(C1=CC=CC=C1)C)C1=C(C(=O)[O-])C(=C(C(=C1F)C(OCOC)(C#N)C#N)F)F)C1=CC=CC=C1